[Te].ONC(=O)C=1C=NC(=NC1)OC1=CC(=CC=C1)N(C1=NC(=NC2=CC=CC=C12)C)C N-hydroxy-2-(3-(methyl-(2-methyl-4-quinazolinyl)amino)phenoxy)pyrimidine-5-carboxamide tellurium